C(C)N(CC)CC=1C=CC(=C(C1)NC(C1=CC=C(C=C1)NC1=NC=C(C(=N1)C1=CC=C(C=C1)OC(F)(F)F)OCC)=O)C N-(5-Diethylaminomethyl-2-methyl-phenyl)-4-[5-ethoxy-4-(4-trifluoromethoxy-phenyl)-pyrimidin-2-ylamino]-benzamide